3-(4-(4-hydroxyphenyl)piperidin-1-yl)-1-(4-methylbenzyl)pyrrolidin-2-one OC1=CC=C(C=C1)C1CCN(CC1)C1C(N(CC1)CC1=CC=C(C=C1)C)=O